ClC1=CC=CC=2N1N=C(C2)[C@H]2N(CCC1=C2N=CN1)C(=O)C=1OC(=NN1)C(C)(C)F (S)-(4-(7-chloropyrazolo[1,5-a]pyridin-2-yl)-6,7-dihydro-1H-imidazo[4,5-c]pyridin-5(4H)-yl)(5-(2-fluoropropan-2-yl)-1,3,4-oxadiazol-2-yl)methanone